C(C)(C)(C)OC(=O)N1CC(CC1)C=1OC2=C(C(=C(C=C2C(C1)=O)F)N)N.ONC(C1=CC=C(C=C1)CN1N=NN=C1C=1SC=CC1)=O N-hydroxy-4-((5-(thiophen-2-yl)-1H-tetrazol-1-yl)methyl)benzamide tert-butyl-3-(7,8-diamino-6-fluoro-4-oxo-4H-chromen-2-yl)pyrrolidine-1-carboxylate